(1R,2R,3S,3aR,8bS)-N-(N,N-dimethylsulfamoyl)-1,8b-dihydroxy-6,8-dimethoxy-3-phenyl-3a-(4-(trifluoromethyl)phenyl)-2,3,3a,8b-tetrahydro-1H-cyclopenta[b]benzofuran-2-carboxamide CN(S(=O)(=O)NC(=O)[C@H]1[C@H]([C@@]2([C@@](OC3=C2C(=CC(=C3)OC)OC)([C@@H]1C1=CC=CC=C1)C1=CC=C(C=C1)C(F)(F)F)O)O)C